N1(CCNCCC1)C1=NC(=NC(=N1)N1N=CC=C1)NCCC(=O)OCC ethyl 3-((4-(1,4-diazepan-1-yl)-6-(1H-pyrazol-1-yl)-1,3,5-triazin-2-yl)amino)propanoate